(1R,2R,3S,3aR,8bS)-1,8b-dihydroxy-6,8-dimethoxy-3a-(4-methoxyphenyl)-N,N-dimethyl-3-phenyl-2,3-dihydro-1H-cyclopenta[b][1]benzofuran-2-carboxamide O[C@@H]1[C@@H]([C@H]([C@@]2(OC3=C([C@@]21O)C(=CC(=C3)OC)OC)C3=CC=C(C=C3)OC)C3=CC=CC=C3)C(=O)N(C)C